(3,4-dimethoxy-5-nitrophenyl)-3-oxo-2-(pyridin-2-yl)propionitrile COC=1C=C(C=C(C1OC)[N+](=O)[O-])C(C#N)(C=O)C1=NC=CC=C1